S1C(=C(C(=C1)O)O)O thioletriyl alcohol